O=[Mg+].N[C@@H](CC1=CC=C(C=C1)O)C(=O)[O-] Tyrosine KetoMagnesium Salt